CN1CC=2N(CC1=O)N=CC2 5-methyl-4,5-dihydropyrazolo[1,5-a]pyrazin-6(7H)-one